C(#N)C1=CC2=C(N=C(N=C2)NC=2C=C(C(=O)N)C=CC2)N(C1=O)C1CCCC1 3-((6-cyano-8-cyclopentyl-7-oxo-7,8-dihydropyrido[2,3-d]pyrimidin-2-yl)amino)benzamide